(1-phenethyl)-4-oxo-1,4-dihydroquinoline C(CC1=CC=CC=C1)N1C=CC(C2=CC=CC=C12)=O